N-(4-(2-(2-acetamidophenyl)-3H-imidazo[4,5-b]pyridin-7-yl)-2-fluorobenzyl)-3-(tert-butyl)-1,2,4-oxadiazole-5-carboxamide C(C)(=O)NC1=C(C=CC=C1)C1=NC=2C(=NC=CC2C2=CC(=C(CNC(=O)C3=NC(=NO3)C(C)(C)C)C=C2)F)N1